4-(2-ethylhexanoyl)-thieno[3,4-b]thiophen C(C)C(C(=O)C=1SC=C2SC=CC21)CCCC